(S)-4-(3-(Dimethylamino)-3-(4-methyl-3-(trifluoromethyl)phenethyl)piperidin-1-yl)-2,6-difluoro-N-(pyrimidin-4-yl)benzenesulfonamide formate C(=O)O.CN([C@@]1(CN(CCC1)C1=CC(=C(C(=C1)F)S(=O)(=O)NC1=NC=NC=C1)F)CCC1=CC(=C(C=C1)C)C(F)(F)F)C